O1-methyl suberate C(CCCCCCC(=O)[O-])(=O)OC